((1R,3R)-3-hydroxycyclopentyl)carbamic acid tert-butyl ester C(C)(C)(C)OC(N[C@H]1C[C@@H](CC1)O)=O